S1C(=NC=C1)C=1OC=CC1 Thiazolylfuran